CC1=NSC(=C1)C1=CC=2N=C(N=C(C2O1)N1CCOCC1)N1N=C(C=C1)C=1C=C(C=CC1)C 6-(3-methylisothiazol-5-yl)-4-morpholino-2-[3-(m-tolyl)pyrazol-1-yl]furo[3,2-d]pyrimidine